(3R,5R)-1-benzyl-5-(hydroxymethyl)-5-methyl-pyrrolidin-3-ol C(C1=CC=CC=C1)N1C[C@@H](C[C@]1(C)CO)O